(2-(4-(trifluoromethyl)-1H-imidazol-1-yl)pyridin-4-yl)methanamine FC(C=1N=CN(C1)C1=NC=CC(=C1)CN)(F)F